3-(1-methyl-1H-pyrazol-3-yl)pyrazolo[1,5-a]pyrimidin-5-amine CN1N=C(C=C1)C=1C=NN2C1N=C(C=C2)N